tert-butyl 4-((6-((3R,4R)-4-(3,4-dihydroisoquinolin-2(1H)-yl)-3-hydroxypiperidine-1-carbonyl)-2-(pentane-3-oxy)pyrimidin-4-yl)amino)piperidine-1-carboxylate C1N(CCC2=CC=CC=C12)[C@H]1[C@@H](CN(CC1)C(=O)C1=CC(=NC(=N1)OC(CC)CC)NC1CCN(CC1)C(=O)OC(C)(C)C)O